N-(2-amino-4-methylphenyl)-4-[[[4-[(5-methyl-1H-pyrazol-3-yl)amino]pyrrolo[2,1-f][1,2,4]triazin-2-yl]thio]methyl]benzamide NC1=C(C=CC(=C1)C)NC(C1=CC=C(C=C1)CSC1=NN2C(C(=N1)NC1=NNC(=C1)C)=CC=C2)=O